(2R,4S)-2-(cyanomethyl)-4-({6-[(1S)-1-[(2S,4S)-4-fluoro-1-methylpyrrolidin-2-yl]ethoxy]-2-(N'-hydroxycarbamimidoyl)pyrimidin-4-yl}oxy)piperidine-1-carboxylic acid tert-butyl ester C(C)(C)(C)OC(=O)N1[C@@H](C[C@H](CC1)OC1=NC(=NC(=C1)O[C@@H](C)[C@H]1N(C[C@H](C1)F)C)C(N)=NO)CC#N